C(#N)C1CC[C@@H](N1C(=O)OC(C)(C)C)C(=O)OC 1-tert-butyl 2-methyl (2R)-5-cyanopyrrolidine-1,2-dicarboxylate